ClC=1N=C2N(C=CC(=C2)B(O)O)C1 (2-chloroimidazo[1,2-a]pyridin-7-yl)boronic acid